4-(4-((3-((2R,6S)-2,6-dimethylmorpholino)azetidin-1-yl)methyl)-2-fluorobenzylamino)-2-(2,6-dioxopiperidin-3-yl)isoindoline-1,3-dione C[C@H]1O[C@H](CN(C1)C1CN(C1)CC1=CC(=C(CNC2=C3C(N(C(C3=CC=C2)=O)C2C(NC(CC2)=O)=O)=O)C=C1)F)C